C(C)OC(CC(C)O)=O ethyl-3-hydroxybutanoate